N-(5-(1H-pyrazol-5-yl)pyridin-2-yl)-1-cyano-3-fluoropiperidine-3-carboxamide N1N=CC=C1C=1C=CC(=NC1)NC(=O)C1(CN(CCC1)C#N)F